N,N'-bis-(1-naphthalenyl)-N,N'-bis-phenyl-(1,1'-biphenyl)-4,4'-diamine C1=CC=C(C=C1)N(C2=CC=C(C=C2)C3=CC=C(C=C3)N(C4=CC=CC=C4)C5=CC=CC6=CC=CC=C65)C7=CC=CC8=CC=CC=C87